FC(C(=O)O)(F)F.O=C1OC2=C(N1)C=C(C=C2)NC2=NC(=NC=C2C)NC2=CC(=C(CO)C(=C2)C)OC 4-(4-(2,3-dihydro-2-oxobenzo[d]oxazol-5-ylamino)-5-methylpyrimidin-2-ylamino)-2-methoxy-6-methylbenzyl alcohol trifluoroacetate salt